COC1=CN=CC2=CC=C(C=C12)C1=CN=C(S1)NC(=O)C1CCN(CC1)C N-(5-(4-methoxyisoquinolin-6-yl)thiazol-2-yl)-1-methylpiperidine-4-carboxamide